CN1C(=NC2=C(C=C(C=C2C1=O)C)[C@@H](C)N[S@](=O)C(C)(C)C)C1CCOCC1 (R)-N-[(1R)-1-(3,6-dimethyl-4-oxo-2-tetrahydropyran-4-yl-quinazolin-8-yl)ethyl]-2-methyl-propane-2-sulfinamide